1-methyl-5-phenyl-6-((3-(2,2,2-trifluoroacetyl)benzyl)thio)-1H-pyrazolo[3,4-d]pyrimidin-4(5H)-one CN1N=CC2=C1N=C(N(C2=O)C2=CC=CC=C2)SCC2=CC(=CC=C2)C(C(F)(F)F)=O